(R)-5-bromo-2-(3-fluoropyrrolidin-1-yl)pyrimidine tert-butyl-8-oxo-2-(tetrahydro-2H-pyran-2-yl)-2,3,4,5a,6,7,8,9-octahydro-5H-1,2,5,7-tetraazabenzo[cd]azulene-5-carboxylate C(C)(C)(C)OC(=O)N1CCC=2N(N=C3CC(NCC1C23)=O)C2OCCCC2.BrC=2C=NC(=NC2)N2C[C@@H](CC2)F